CC(CC(=O)O)P(O)=O 1-methyl-(2-carboxyethyl)phosphinic acid